N-(3,3-difluorocyclobutyl)-2-(3-(5-isopropoxypyridin-2-yl)-1,2,4-thiadiazol-5-ylamino)-N-methylnicotinamide FC1(CC(C1)N(C(C1=C(N=CC=C1)NC1=NC(=NS1)C1=NC=C(C=C1)OC(C)C)=O)C)F